(Ethane-1,2-diyl)bis(2-(2-bromo-4-chloro-6-fluorophenyl)-4-methoxy-1H-benzo[d]imidazole-5-carboxamide) C(CN1C(=NC2=C1C=CC(=C2OC)C(=O)N)C2=C(C=C(C=C2F)Cl)Br)N2C(=NC1=C2C=CC(=C1OC)C(=O)N)C1=C(C=C(C=C1F)Cl)Br